COC1=C(C=CC(=C1)N1N=C(N=C1)C)C(=O)N[C@@]1(CCC=2N(C3=CC=C(C=C3C2)C)C1)C1=CC=CC=C1 (7S)-7-({[2-Methoxy-4-(3-methyl-1H-1,2,4-triazol-1-yl)phenyl]carbonyl}amino)-2-methyl-7-phenyl-6,7,8,9-tetrahydropyrido[1,2-a]indol